FC=1C=C2C(N(C=3N(C2=CC1)C(NN3)=S)CCN3CCCCC3)=O 7-fluoro-4-(2-(piperidin-1-yl)ethyl)-1-thioxo-2,4-dihydro-[1,2,4]triazolo[4,3-a]quinazolin-5(1H)-one